TetraMethyl OrthoSilicate [Si](OC)(OC)(OC)OC